OCCC1=C(C2=C(C=C1)OCO2)N 1-(2'-Hydroxyethyl)-amino-3,4-methylenedioxybenzene